7-chloro-1-(3,5-difluoropyridin-2-yl)-6-fluoro-4-oxo-1,4-dihydro-1,8-naphthyridine-3-carboxylic acid ClC1=C(C=C2C(C(=CN(C2=N1)C1=NC=C(C=C1F)F)C(=O)O)=O)F